6-(1-(6-(2,6-dimethoxyphenyl)-1H-imidazo[4,5-b]pyrazin-1-yl)ethyl)-5,7-difluoroquinoline COC1=C(C(=CC=C1)OC)C1=CN=C2C(=N1)N(C=N2)C(C)C=2C(=C1C=CC=NC1=CC2F)F